ClC1=C(C=C(OCC(=O)NC23CCC(CC2)(CC3)C(=O)NC3=NC=C(C=C3)OC(F)(F)F)C=C1)F 4-[2-(4-chloro-3-fluorophenoxy)acetamido]-N-[5-(trifluoromethoxy)pyridin-2-yl]bicyclo[2.2.2]octane-1-carboxamide